tert-butyl 9-(4-hydroxybutyl)-3-azaspiro[5.5]undecane-3-carboxylate OCCCCC1CCC2(CCN(CC2)C(=O)OC(C)(C)C)CC1